C1(=CC=CC=C1)S(=O)(=O)[O-].OC1=CC=C(C=C1)[S+](C)C (4-hydroxyphenyl)dimethylsulfonium benzenesulfonate